4-(Benzylsulfanyl)-2-(1-bromoethyl)-1-fluorobenzene C(C1=CC=CC=C1)SC1=CC(=C(C=C1)F)C(C)Br